BrC=1C=CC(=NC1)N1C2CC3CC(CC1C3)(C2)NC(OC(C)(C)C)=O tert-butyl ((5s,7s)-2-(5-bromopyridin-2-yl)-2-azaadamantan-5-yl)carbamate